[N+](=O)([O-])C=1C(=C2CCC(C2=CC1)=O)OC1=CC=CC=C1 5-nitro-4-phenoxy-2,3-dihydro-1H-inden-1-one